BrC=1OC=C(C1Br)Br 2,3,4-tribromofuran